O[C@]1(C[C@H](N(C1)C(=O)[O-])C(=O)OC)C(Br)(Br)Br 2-methyl (2S,4S)-4-hydroxy-4-(tribromomethyl)pyrrolidine-1,2-dicarboxylate